perfluorophenyl 2-oxo-7-(1H-tetrazol-5-yl)-1,2-dihydroquinoline-3-carboxylate O=C1NC2=CC(=CC=C2C=C1C(=O)OC1=C(C(=C(C(=C1F)F)F)F)F)C1=NN=NN1